FC1=CC=C(C=C1)C1=NN2C(CNCC2)=C1C1=CC(=NC=C1)NC1=CC=CC=C1 4-[2-(4-fluorophenyl)-4,5,6,7-tetrahydropyrazolo[1,5-a]pyrazin-3-yl]-N-phenylpyridin-2-amine